CC1(CCN(CC1)C(=O)OC(C)(C)C)C(=O)OC 1-tert-butyl 4-methyl 4-methylpiperidine-1,4-dicarboxylate